ethyl 4-[9-(4-chloro-2-fluoro-phenyl)-2,3-dimethyl-4-oxo-pyrazino[1,2-a]pyrimidin-7-yl]tetrahydropyran-2-carboxylate ClC1=CC(=C(C=C1)C1=NC(=CN2C1=NC(=C(C2=O)C)C)C2CC(OCC2)C(=O)OCC)F